CNC1CCN(CC1)CCO 2-(4-(methylamino)piperidin-1-yl)ethan-1-ol